C1COCCC12CCN(CC2)C2=NN(C=C2)C2=C1C(=NC(=C2)C2=C(C=CC=C2F)F)CNC1=O 4-(3-(3-oxa-9-azaspiro[5.5]undecan-9-yl)-1H-pyrazol-1-yl)-2-(2,6-difluorophenyl)-6,7-dihydro-5H-pyrrolo[3,4-b]pyridin-5-one